C1(=CC=CC=C1)S(=O)(=O)CCC(=O)NN 3-(phenylsulfonyl)propanehydrazide